C(CCC)N1N=NN=C1C(N1CCN(CC1)C1=C(C=NC=C1Cl)Cl)C1=CC=NC=C1 1-((1-butyl-1H-tetrazol-5-yl)(pyridin-4-yl)methyl)-4-(3,5-dichloropyridin-4-yl)piperazine